2,5-DIHYDROFURANE O1CC=CC1